guanyl-(thio)urea C(N)(=N)SNC(=O)N